[Cl-].CO[Si](OC)(OC)CCC[N+](C)(C)CCCCCCCCCCCCCCCCCC (trimethoxysilylpropyl)-octadecyldimethylammonium chloride